(1S,3aR,6aS)-N-[(2S)-4-hydroxy-3-oxo-1-[(3S)-2-oxopyrrolidin-3-yl]butan-2-yl]-2-[4-(trifluoromethyl)-1H-indole-2-carbonyl]-hexahydro-1H-cyclopenta[c]pyrrole-1-carboxamide OCC([C@H](C[C@H]1C(NCC1)=O)NC(=O)[C@H]1N(C[C@H]2[C@@H]1CCC2)C(=O)C=2NC1=CC=CC(=C1C2)C(F)(F)F)=O